FC=1C(=C2C=CC=NC2=C(C1)C)N1C[C@@H](C[C@@H](C1)C)N (3R,5S)-1-(6-fluoro-8-methyl-quinolin-5-yl)-5-methyl-piperidin-3-ylamine